tert-butyl(2-(5-(2-aminoethyl)oxazol-2-yl)ethyl)((2-chloro-[1,1'-biphenyl]-4-yl)methyl)carbamate C(C)(C)(C)OC(N(CC1=CC(=C(C=C1)C1=CC=CC=C1)Cl)CCC=1OC(=CN1)CCN)=O